3-(2-(4-(4-(((benzyloxy)carbonyl)amino)butyl)phenyl)thiazol-5-yl)propanoic acid C(C1=CC=CC=C1)OC(=O)NCCCCC1=CC=C(C=C1)C=1SC(=CN1)CCC(=O)O